pentan-2-yl 2,2,2-tribromoacetate BrC(C(=O)OC(C)CCC)(Br)Br